diethyl-2-phenylpyrimidine-4,5-dicarboxylic acid C(C)OC(=O)C=1C(=NC(=NC1)C1=CC=CC=C1)C(=O)OCC